4-amino-3-cyclopropyl-1,3-dihydroquinoxalin-2-one NN1C(C(NC2=CC=CC=C12)=O)C1CC1